C(C)OC=1C2=C(C=3N(N1)C(=NN3)C)C=NC=C2 6-ethoxy-3-methylpyrido[3,4-d][1,2,4]triazolo[4,3-b]pyridazine